O[C@@H](CNC(=O)C=1C2=C(SC1NC1=C(C=C(C=C1)I)F)C(CCC2)=O)CO (S)-N-(2,3-dihydroxypropyl)-2-((2-fluoro-4-iodophenyl)amino)-7-oxo-4,5,6,7-tetrahydrobenzo[b]thiophene-3-carboxamide